CC=1OC(=CC1)C(F)(F)F 2-methyl-5-(trifluoromethyl)furan